4-iodotetrahydro-2H-pyran-2,2-d2 IC1CC(OCC1)([2H])[2H]